C(C1=CC=CC=C1)(=O)NC(C1=C(C=CC(=C1)OC1=CC=CC=C1)CCCC(=O)O)C(=O)O 4-(2-(Benzoylamino(carboxy)methyl)-4-phenoxyphenyl)butanoic acid